C1(=CC=CC=C1)C1(C2=CC=CC=C2C=2C=C(C=CC12)C=1C=C(C=CC1)C1=CC(=CC=C1)C1=NC(=NC(=N1)C1=CC=CC=C1)C1=CC=CC=C1)C1=CC=CC=C1 2-(3'-(9,9-diphenyl-9H-fluoren-3-yl)-[1,1'-biphenyl]-3-yl)-4,6-diphenyl-1,3,5-triazine